C(C1=CC=CC=C1)OC1CC2(C1)CN(CC2C2=CC=CC=C2)C(=O)OC(C)(C)C tert-butyl 2-(benzyloxy)-8-phenyl-6-azaspiro[3.4]octane-6-carboxylate